ClC=1C(=C(C=CC1)NC=1C(=NN2C1C(NCC2)=O)[Sn](C)(C)C)OC 3-[(3-chloro-2-methoxyphenyl)amino]-2-(trimethylstannyl)-5H,6H,7H-pyrazolo[1,5-a]pyrazin-4-one